N12CNCCCC2=CCCC1 1,3-diazabicyclo[5.4.0]undec-7-ene